cis-3-((bis(tert-butoxycarbonyl)amino)methyl)cyclobutyl 4-methylbenzenesulfonate CC1=CC=C(C=C1)S(=O)(=O)O[C@@H]1C[C@@H](C1)CN(C(=O)OC(C)(C)C)C(=O)OC(C)(C)C